N-tetrahydropyran-4-yl-acetamide O1CCC(CC1)NC(C)=O